5-chloro-N-(2,4-difluoro-3-[1-[3-(oxan-2-yl)-1,2,3-triazol-4-yl]imidazo[1,5-a]pyridine-6-yl]phenyl)-2-methoxypyridine-3-sulfonamide ClC=1C=C(C(=NC1)OC)S(=O)(=O)NC1=C(C(=C(C=C1)F)C=1C=CC=2N(C1)C=NC2C=2N(N=NC2)C2OCCCC2)F